COCCOC1=C(NCC#CC=2SC3=C(C2CC(F)(F)F)C=CC=C3NC3CCN(CC3)C)C=CC(=C1)S(=O)(=O)C N-[2-[3-[2-(2-methoxyethoxy)-4-methylsulfonyl-anilino]prop-1-ynyl]-3-(2,2,2-trifluoroethyl)benzothiophen-7-yl]-1-methyl-piperidin-4-amine